C1(=CC=CC=C1)S(=O)(=O)OC1=C(C=CC=C1)NC(=O)NC1=C(C=CC=C1)OS(=O)(=O)CC1=CC=CC=C1 N-[2-(benzenesulfonyloxy)phenyl]-N'-[2-(benzylsulfonyloxy)phenyl]urea